[C@H]1(CC[C@@H](CC1)C(C)(C)S)C (1R,4S)-cis-p-menthan-8-thiol